C1(N(CCC2=CC=CC=C12)C[C@H](CNC(=O)N1C[C@@H](CCC1)N1C(CCCC1)=O)O)([2H])[2H] (R)-N-((S)-3-(3,4-dihydroisoquinolin-2(1H)-yl-1,1-d2)-2-hydroxypropyl)-2-oxo-[1,3'-bipiperidine]-1'-carboxamide